O1COC2=C1C=CC(=C2)N2C(NN=C2C=2C=NC(=CC2)N2CCNCC2)=S 4-(Benzo[d][1,3]dioxol-5-yl)-5-(6-(piperazin-1-yl)pyridin-3-yl)-2,4-dihydro-3H-1,2,4-triazole-3-thione